3-fluoro-4-isopropyl-benzaldehyde FC=1C=C(C=O)C=CC1C(C)C